S1C=NC2=C1C=CC(=C2)NNC(=O)N=N Benzo[d]thiazol-5-ylcarbazone